O=C1C(=C(C1=O)NC1=C(C(=NC=C1)C(=O)N(C)C)O)NC1C(CCC2=C1SC(=C2)C)(C)C 4-((3,4-dioxo-2-((2,6,6-trimethyl-4,5,6,7-tetrahydrobenzo[b]thiophen-7-yl)amino)cyclobut-1-en-1-yl)amino)-3-hydroxy-N,N-dimethylpicolinamide